3-(2-(4-((4-(1H-imidazol-1-yl)benzyl)(3-methoxybenzyl)amino)benzyloxy)ethoxy)-N,N-dimethylaniline N1(C=NC=C1)C1=CC=C(CN(C2=CC=C(COCCOC=3C=C(N(C)C)C=CC3)C=C2)CC2=CC(=CC=C2)OC)C=C1